N-(3-(5-((1-acrylamidocyclopropyl)methoxy)-6-aminopyrimidin-4-yl)-5-fluoro-2-methylphenyl)-4-cyclopropyl-2-fluorobenzamide C(C=C)(=O)NC1(CC1)COC=1C(=NC=NC1N)C=1C(=C(C=C(C1)F)NC(C1=C(C=C(C=C1)C1CC1)F)=O)C